C(C1=CC=CC=C1)N1[C@H](CC2(C[C@H]1C=1N=NN(C1)C)C(N(C1=CC(=CC=C12)C)CC1=CC=C(C=C1)OC)=O)C (2'S,6'S)-1'-benzyl-1-[(4-methoxyphenyl)methyl]-2',6-dimethyl-6'-(1-methyltriazol-4-yl)spiro[indoline-3,4'-piperidine]-2-one